Isopropyl para-hydroxybenzoat OC1=CC=C(C(=O)OC(C)C)C=C1